7-bromo-2-(4-methylpiperazin-1-yl)-5H-[1,3,4]thiadiazolo[3,2-a]pyrimidin-5-one BrC=1N=C2N(C(C1)=O)N=C(S2)N2CCN(CC2)C